C(C=C)NC(=S)N1N=NC2=C1C=CC=C2 N-(2-propenyl)-1H-benzotriazole-1-carbothioamide